C(C)(C)(C)OC(=O)N1CCC(CC1)C=1C=C2C(=C(NC2=CC1)C1=CC=NC=C1)C(C)C 4-(3-isopropyl-2-(pyridin-4-yl)-1H-indol-5-yl)piperidine-1-carboxylic acid tert-butyl ester